ClC1=C(C=C(C=C1NC1=NC=2N(C(=N1)NC1CC1)N=CC2C#N)C#N)N2[C@H](CN(CC2)C2CN(C2)C(C(=O)N)=O)C 2-{3-[(3S)-4-(2-Chloro-5-cyano-3-{[8-cyano-4-(cyclopropylamino)pyrazolo[1,5-a][1,3,5]triazin-2-yl]amino}phenyl)-3-methylpiperazin-1-yl]azetidin-1-yl}-2-oxoacetamide